N,N-bis(3-aminopropyl)methyl-amine NCCCN(CCCN)C